chromium (butadiene) C=CC=C.[Cr]